(((4-methoxybenzyl)oxy)methyl)-1,5-dimethyl-4-(4,4,5,5-tetramethyl-1,3,2-dioxaborolan-2-yl)-1H-pyrazole COC1=CC=C(COCC2=NN(C(=C2B2OC(C(O2)(C)C)(C)C)C)C)C=C1